Cl.N1=CN=CC2=C1C=NC=C2 pyrido[3,4-d]Pyrimidine hydrochloride